C1=C(C=CC2=CC(=CC=C12)B(O)O)C1=CC2=CC=CC=C2C=C1 [2,2'-binaphthyl]-6-ylboronic acid